FC(C(O)C1=CC=C2C(=NN(C2=C1)C)C1=CC(=CC=C1)F)F 2,2-difluoro-1-(3-(3-fluorophenyl)-1-methyl-1H-indazol-6-yl)ethan-1-ol